3-cyano-5-(trifluoromethyl)benzenesulfonyl chloride C(#N)C=1C=C(C=C(C1)C(F)(F)F)S(=O)(=O)Cl